CC1=C(SC(=N1)[N+]2=NC(=NN2C3=CC=CC=C3)C4=CC=CC=C4)C.[Br-] 2-(4,5-dimethyl-2-thiazolyl)-3,5-diphenyl-2H-tetrazolium bromide